ClC1=C(C=CC=C1Cl)N1CCN(CC1)CCCCOC=1C=C2CCC(N3C2=C(C1)CC3)=O 8-(4-(4-(2,3-dichlorophenyl)piperazin-1-yl)butoxy)-5,6-dihydro-1H-pyrrolo[3,2,1-ij]quinolin-4(2H)-one